3-chloro-1-ethynyl-benzene ClC=1C=C(C=CC1)C#C